ClC1=C(C=C(C(=C1)N)C)N 2-chloro-5-methyl-1,4-phenylenediamine